bicyclo[2.2.2]octyl-(bicyclo[2.2.2]octane) C12(CCC(CC1)CC2)C21CCC(CC2)CC1